Bis(1H-imidazol-1-yl)methane tert-butyl-(S)-3-(5-(3-bromophenyl)-3-ureidothiophene-2-carboxamido)piperidine-1-carboxylate C(C)(C)(C)OC(=O)N1C[C@H](CCC1)NC(=O)C=1SC(=CC1NC(=O)N)C1=CC(=CC=C1)Br.N1(C=NC=C1)CN1C=NC=C1